4-(((8-isopropyl-2-(methylsulfonyl)pyrazolo[1,5-a][1,3,5]triazin-4-yl)amino)methyl)piperidine-1-carboxylic acid tert-butyl ester C(C)(C)(C)OC(=O)N1CCC(CC1)CNC1=NC(=NC=2N1N=CC2C(C)C)S(=O)(=O)C